O4-benzyl O1-tert-butyl 2-(3-aminopropyl)piperazine-1,4-dicarboxylate NCCCC1N(CCN(C1)C(=O)OCC1=CC=CC=C1)C(=O)OC(C)(C)C